tert-butyl 3-methyl-4'-(trifluoromethyl)-[1,1'-biphenyl]-2-carboxylate CC1=C(C(=CC=C1)C1=CC=C(C=C1)C(F)(F)F)C(=O)OC(C)(C)C